[Si](C1=CC=CC=C1)(C1=CC=CC=C1)(C(C)(C)C)OC[C@@H]1N(C(C=C1C1=CC=C(C=C1)CCCCCCCC)=O)C(=O)OC(C)(C)C (R)-tert-Butyl 2-((tert-butyldiphenylsilyloxy)methyl)-3-(4-octylphenyl)-5-oxo-2,5-dihydro-1H-pyrrole-1-carboxylate